C1(CC1)C(=O)NC=1SC(=CN1)SC=1C(=CC(=C(C(=O)N([C@@H]2CN(CC2)C(C=C)=O)C)C1)OC)C 5-[2-(cyclopropanecarbonylamino)thiazol-5-yl]sulfanyl-2-methoxy-N,4-dimethyl-N-[(3S)-1-prop-2-enoylpyrrolidin-3-yl]benzamide